3-(2-(diethylamino) ethyl)-1H-indol-4-yl butyrate C(CCC)(=O)OC1=C2C(=CNC2=CC=C1)CCN(CC)CC